Racemic-N-(1-(3,3-difluorocyclopentyl)-2-oxo-1,2-dihydropyridin-3-yl)-2-fluoro-4-((2-hydroxyethyl)sulfonamido)-6-(6-azaspiro[2.5]octan-6-yl)benzamide FC1(C[C@@H](CC1)N1C(C(=CC=C1)NC(C1=C(C=C(C=C1N1CCC2(CC2)CC1)NS(=O)(=O)CCO)F)=O)=O)F |r|